BrC1=C2C(=NC=C1)N(CC2)C(C)=O 1-(4-bromo-2,3-dihydro-1H-pyrrolo[2,3-b]pyridin-1-yl)ethan-1-one